NC1=C2C(=NC=N1)N(N=C2C2=CC(=C(C=C2)OC)F)[C@H](C)C2=NC1=CC=CC(=C1C(N2C2CCC2)=O)F 2-((R)-1-(4-amino-3-(3-fluoro-4-methoxyphenyl)-1H-pyrazolo[3,4-d]pyrimidin-1-yl)ethyl)-3-cyclobutyl-5-fluoroquinazolin-4(3H)-one